NC1=CC=C(C(=O)NC=2C3=C(N(N2)C)C(N(C3)C(=O)N[C@H](CN(C)C)C3=CC=CC=C3)(C)C)C=C1 (S)-3-(4-aminobenzamido)-N-(2-(dimethylamino)-1-phenylethyl)-1,6,6-trimethyl-4,6-dihydropyrrolo[3,4-c]pyrazole-5(1H)-carboxamide